1,1,5,5-tetramethylhexahydro-2H-2,4a-methanonaphthalen-8(5H)-one CC1(C2CCC3(C(CCC(C13)=O)(C)C)C2)C